1-(4-(3-(bicyclo[2.2.1]heptan-1-yl)-1,2,4-oxadiazol-5-yl)piperidin-1-yl)-2-(3-methyl-1,2,4-oxadiazol-5-yl)ethan-1-one C12(CCC(CC1)C2)C2=NOC(=N2)C2CCN(CC2)C(CC2=NC(=NO2)C)=O